Ethyl (1R,5S)-3-(2-(((2R,7aS)-2-fluorotetrahydro-1H-pyrrolizin-7a(5H)-yl) methoxy)-3-nitro-1,7-naphthyridin-4-yl)-8-(4-methoxybenzyl)-3,8-diazabicyclo[3.2.1]octane-2-carboxylate F[C@@H]1C[C@@]2(CCCN2C1)COC1=NC2=CN=CC=C2C(=C1[N+](=O)[O-])N1C([C@H]2CC[C@@H](C1)N2CC2=CC=C(C=C2)OC)C(=O)OCC